FC1=C(C(=CC=C1)F)C1CC(N(N=C1C1=CC(=CC(=C1)OC)OC)CC)=O 5-(2,6-difluorophenyl)-6-(3,5-dimethoxyphenyl)-4,5-dihydro-2-ethyl-3(2H)-pyridazinone